C(C)(=O)N(C1=C2N=CN(C2=NC=N1)CC(=O)O)C(=O)OC(C1=CC=CC=C1)C1=CC=CC=C1 N-acetyl-N-(benzhydryloxycarbonyl)adenine-9-acetic acid